5-((5-Azaspiro[2.4]heptan-5-yl)methyl)-2-(6-cyclopropyl-4-(4-fluoro-2-(4-methyl-4H-1,2,4-triazol-3-yl)phenyl)pyridin-2-yl)-7-(trifluoromethyl)-1H-benzo[d]imidazole C1CC12CN(CC2)CC2=CC1=C(NC(=N1)C1=NC(=CC(=C1)C1=C(C=C(C=C1)F)C1=NN=CN1C)C1CC1)C(=C2)C(F)(F)F